Br.Br.ClC1=C(C=NN1)C1=CC=C2C(=CN(C2=C1)C[C@@H]1N(CC1)CC)C(=O)[C@@H]1COC2=CC=C(C=C2C1)OC (6-(5-chloro-1H-pyrazol-4-yl)-1-(((R)-1-ethylazetidin-2-yl)methyl)-1H-indol-3-yl)((S)-6-methoxychroman-3-yl)methanone dihydrobromide